3-(5-((4-(6-(5-((R)-2-(2,5-difluorophenyl)pyrrolidin-1-yl)pyrazolo[1,5-a]pyrimidine-3-yl)pyridin-2-yl)piperazin-1-yl)methyl)-6-fluoro-1-oxoisoindolin-2-yl)piperidine-2,6-dione FC1=C(C=C(C=C1)F)[C@@H]1N(CCC1)C1=NC=2N(C=C1)N=CC2C2=CC=CC(=N2)N2CCN(CC2)CC=2C=C1CN(C(C1=CC2F)=O)C2C(NC(CC2)=O)=O